(2RS)-7-chloro-2-(trans-4-aminocyclohexyl)-N-[(4,6-dimethyl-2-oxo-1,2-dihydropyridine-3-yl)methyl]-2,4-dimethyl-1,3-benzodioxole-5-carboxamide ClC1=CC(=C(C2=C1O[C@](O2)(C)[C@@H]2CC[C@H](CC2)N)C)C(=O)NCC=2C(NC(=CC2C)C)=O |&1:8|